FC(C1=CC(=NC(=C1)C(F)(F)F)N1[C@@H]([C@@H](CC1)O)C(=O)N(C)C1=CC=C(C=C1)F)(F)F (2S,3R)-1-[4,6-bis(trifluoromethyl)pyridin-2-yl]-N-(4-fluorophenyl)-3-hydroxy-N-methylpyrrolidine-2-carboxamide